NC1=C(C=NN1C=1C=NC(=CC1C)OC1=C(C=CC=C1F)F)C(=O)C1=CC=2C(=CC=C3CCCN(C23)CC#N)N1 {8-[(5-amino-1-{6-[(2,6-difluorophenyl)oxy]-4-methylpyridin-3-yl}pyrazol-4-yl)carbonyl]-2,3,4,7-tetrahydro-1H-pyrrolo[2,3-H]quinolin-1-yl}acetonitrile